pentane-1,5-dialdehyde C(CCCC=O)=O